FC(C1=CC=C(C=C1)C1=NNC2=NC=C(C=C21)C2=CC=C(C=C2)N2CCN(CC2)C)F 3-(4-(difluoromethyl)phenyl)-5-(4-(4-methylpiperazin-1-yl)phenyl)-1H-pyrazolo[3,4-b]pyridine